5-[(2R)-2-(2,5-difluorophenyl)pyrrolidin-1-yl]-N-non-8-enyl-pyrazolo[1,5-a]pyrimidine-3-carboxamide FC1=C(C=C(C=C1)F)[C@@H]1N(CCC1)C1=NC=2N(C=C1)N=CC2C(=O)NCCCCCCCC=C